4-((2-hydroxyethyl)sulphonamido)-2-(6-azaspiro[2.5]oct-6-yl)-N-(5-(trifluoromethyl)thieno[2,3-b]pyridin-3-yl)benzamide OCCS(=O)(=O)NC1=CC(=C(C(=O)NC2=CSC3=NC=C(C=C32)C(F)(F)F)C=C1)N1CCC3(CC3)CC1